COC1=C(CC=2C(=NC(=NC2NC2=NC=C(C(=C2)OC(C)C)C=2C=NN(C2)[C@H]2COCC2)[C@H](C)F)N)C=CC(=C1)OC (2,4-dimethoxybenzyl)-2-((S)-1-fluoroethyl)-N6-(4-isopropoxy-5-(1-((R)-tetrahydrofuran-3-yl)-1H-pyrazol-4-yl)pyridin-2-yl)pyrimidine-4,6-diamine